N1CC(C1)CNC=1C=C(C=CC1)NC1=NC=CC(=N1)NC1=NC(=NC=C1)C1=NC(=CC=C1)C N2-[3-(azetidin-3-ylmethylamino)phenyl]-N4-[2-(6-methyl-2-pyridyl)pyrimidin-4-yl]pyrimidine-2,4-diamine